COC(=O)C1=CC=C2C3=C(NC2=C1)N=C(N=C3)CC3=CC=CC=C3 2-benzyl-9H-pyrimido[4,5-b]indole-7-carboxylic acid methyl ester